OC=1C(C(=CC=CC1OC1=CC=CC=C1)C)=O 2-hydroxy-7-methyl-3-phenoxycyclohepta-2,4,6-trien-1-one